5-(3-Methoxyphenyl)-2-methyl-N-(3-(2-(pyrrolidin-1-yl)propyl)-1,2,4-thiadiazol-5-yl)furan-3-carboxamide COC=1C=C(C=CC1)C1=CC(=C(O1)C)C(=O)NC1=NC(=NS1)CC(C)N1CCCC1